(3e,8z,11z)-tetradecatrien-1-ol C(=C\C=C\C=CCCCCCCCC)O